8-Benzyl-5-hydroxymethyl-1,3,6,7,8,9-hexahydro-2,4,8-triaza-cyclopenta[a]naphthalene-2-carboxylic acid tert-butyl ester C(C)(C)(C)OC(=O)N1CC=2C(=C3CN(CCC3=C(N2)CO)CC2=CC=CC=C2)C1